(2,4,6-trimethylbenzoyl)-vinyl-phosphinic acid sodium salt [Na+].CC1=C(C(=O)P([O-])(=O)C=C)C(=CC(=C1)C)C